(R)-2-[[[(S)-1-(benzyloxycarbonyl)ethyl]phenoxy]propyl]adenine C(C1=CC=CC=C1)OC(=O)[C@@H](C)C1=C(OCCCC2=NC(=C3NC=NC3=N2)N)C=CC=C1